BrC=1C=CC=C(C1NCC)N 6-bromo-N1-ethylbenzene-1,2-diamine